7-isopropoxy-1-((1s,4s)-4-isopropylcyclohexyl)-1,2-dihydro-3H-spiro[isoquinoline-4,4-piperidin]-3-one C(C)(C)OC1=CC=C2C(=C1)C(NC(C21CCNCC1)=O)C1CCC(CC1)C(C)C